methyl propynyl carbonate C(OC)(OC#CC)=O